FC=1C(=CC(=NC1)C=1N(C=CN1)C)OC1CN(C1)C(=O)N1N=CC[C@H]1C=1C=NC=C(C1)F (S)-(3-((5-fluoro-2-(1-methyl-1H-imidazol-2-yl)pyridin-4-yl)oxy)azetidin-1-yl)(5-(5-fluoropyridin-3-yl)-4,5-dihydro-1H-pyrazol-1-yl)methanone